3-(6-bromopyridin-2-yl)-5,6-dihydro-8H-[1,2,4]triazolo[3,4-c][1,4]oxazine BrC1=CC=CC(=N1)C1=NN=C2COCCN21